C1=CC=CC=2CCN3CC4=CC=CC=C4CC3C12 berbin